5,5,5-trifluoro-4-methyl-3-oxopentanenitrile FC(C(C(CC#N)=O)C)(F)F